2-benzyl-2-dimethylamino-1-(4-piperidylphenyl)-butan-1-one C(C1=CC=CC=C1)C(C(=O)C1=C(C=CC=C1)C1CCNCC1)(CC)N(C)C